ClC=1C=C(C=CC1)C1=C(C=CC(=C1)OC)S(=O)(=O)N1CCC(CC1)(C(=O)N[C@@H](C)\C=C/S(=O)(=O)C)F (S,Z)-1-((3'-chloro-5-methoxy-[1,1'-biphenyl]-2-yl)sulfonyl)-4-fluoro-N-(4-(methylsulfonyl)but-3-en-2-yl)piperidine-4-carboxamide